ClC1=C(C=CC=C1NC1=C(C=CC(=C1)F)OC)[C@@]1(CC(N(C(N1)=N)C1CCOCC1)=O)C (6S)-6-[2-Chloro-3-(5-fluoro-2-methoxyanilino)phenyl]-2-imino-6-methyl-3-(tetrahydro-pyran-4-yl)hexahydropyrimidin-4-one